6-Methyl-2-(methylthio)-7-(naphthalen-1-yl)-3,5,6,7-tetrahydro-4H-pyrano[2,3-d]pyrimidin-4-one CC1CC2=C(N=C(NC2=O)SC)OC1C1=CC=CC2=CC=CC=C12